3-cyano-3-methylcyclobutyl methanesulfonate 3-Cyano-3-methylcyclobutyl-methanesulfonate C(#N)C1(CC(C1)CS(=O)(=O)O)C.CS(=O)(=O)OC1CC(C1)(C)C#N